isopropylidene-cyclohexanol C(C)(C)=C1C(CCCC1)O